CC=1N=CSC1CO (4-methyl-1,3-thiazol-5-yl)methanol